(3-bromophenyl)(2-chloroethyl)sulfane BrC=1C=C(C=CC1)SCCCl